N1CCC(CC1)OC1=C2C(=NC=C1)NC=C2C2=NC(=NC=C2)N 4-(4-(piperidin-4-yloxy)-1H-pyrrolo[2,3-b]pyridin-3-yl)pyrimidin-2-amine